(1R-3S)-3-(1-(tert-butyl)-5-(1-(non-8-yn-1-yl)-1H-pyrazole-5-carboxamido)-1H-pyrazol-3-yl)cyclopentyl isopropylcarbamate C(C)(C)NC(O[C@H]1C[C@H](CC1)C1=NN(C(=C1)NC(=O)C1=CC=NN1CCCCCCCC#C)C(C)(C)C)=O